C(C)(C)(C)OC(C(C)(C)N1C(NC2=C(C1=O)C(=C(S2)C(=O)O)C)=O)=O 3-(1-(tert-butoxy)-2-methyl-1-oxoprop-2-yl)-5-methyl-2,4-dioxo-1,2,3,4-tetrahydrothieno[2,3-d]Pyrimidine-6-carboxylic acid